1-(1,3-thiazol-2-yl)ethanone monobenzyl-citraconate C(C1=CC=CC=C1)OC(\C(\C)=C/C(=O)O)=O.S1C(=NC=C1)C(C)=O